1-(5-((4-(6-(1H-imidazol-2-yl)-2-methylpyridin-3-yl)piperidin-1-yl)methyl)-1-methyl-1H-imidazol-2-yl)-3-ethylurea N1C(=NC=C1)C1=CC=C(C(=N1)C)C1CCN(CC1)CC1=CN=C(N1C)NC(=O)NCC